7-(8-ethynyl-7-fluoro-3-hydroxynaphthalen-1-yl)pyrimido[4,5-d]Pyridazin-8(7H)-one C(#C)C=1C(=CC=C2C=C(C=C(C12)N1N=CC2=C(C1=O)N=CN=C2)O)F